NC1=NC2=CC=C(C=C2C=C1)C=1C(=C(C=CC1F)NS(=O)(=O)C1=C(C=CC(=C1)Cl)Cl)F N-(3-(2-aminoquinolin-6-yl)-2,4-difluorophenyl)-2,5-dichlorobenzenesulfonamide